tert-butyl N-[[2-methyl-4-[6-[rac-(3S)-4-[4-[4-(2,6-dioxo-3-piperidyl)phenyl]-1-piperidyl]-3-fluoro-butyl]pyrrolo[2,1-f][1,2,4]triazin-4-yl]phenyl]methyl]carbamate CC1=C(C=CC(=C1)C1=NC=NN2C1=CC(=C2)CC[C@@H](CN2CCC(CC2)C2=CC=C(C=C2)C2C(NC(CC2)=O)=O)F)CNC(OC(C)(C)C)=O |r|